1-bromo-4-(4'-methyl-2,2'-bipyridin-4-yl)-butane BrCCCCC1=CC(=NC=C1)C1=NC=CC(=C1)C